Cl.N[C@@H](CCC(=O)N)C (4R)-4-aminopentanamide hydrochloride